O=C1C[C@H](CN1)OC(=O)N1CCN(CC1)C1=NC=2N(C=C1)N=CC2C=2C(=NC=CC2)OC2CC2 [(3R)-5-oxopyrrolidin-3-yl]4-[3-[2-(cyclopropoxy)-3-pyridyl]pyrazolo[1,5-a]pyrimidin-5-yl]piperazine-1-carboxylate